[2-(dimethylamino)ethyl]-4-acridinecarboxamide dihydrochloride Cl.Cl.CN(CCC1=CC=C(C2=NC3=CC=CC=C3C=C12)C(=O)N)C